FC1=C(C=NC=C1)C(C)=O (4-fluoropyridin-3-yl)ethan-1-one